CN(C\C=C/1\C(N([C@@H]2C[C@H]12)C=1C=CC=2N=CN=C(C2N1)NC1=CC(=C(C=C1)OC1=CC=2N(C=C1)N=CN2)C)=O)C (1R,4E,5R)-4-[2-(dimethylamino)ethylidene]-2-{4-[(3-methyl-4-{[1,2,4]triazolo[1,5-a]pyridin-7-yloxy}phenyl)amino]pyrido[3,2-d]pyrimidin-6-yl}-2-azabicyclo[3.1.0]hexan-3-one